5-(2,4-dimethoxyphenyl)-pyrazoline COC1=C(C=CC(=C1)OC)C1C=CNN1